BrC1=CC(=C2C(=NN=C(C2=C1)O)C)F 7-bromo-5-fluoro-4-methylphthalazin-1-ol